5-(4-bromophenoxy)-1,3-thiazol-2-amine BrC1=CC=C(OC2=CN=C(S2)N)C=C1